C(C)(C)(C)C1=C(C=CC=C1)N1/C(/SCC1=O)=N/C(=O)NCCC1=CC=C(C=C1)C1=NN(C=N1)C1=CC=C(C=C1)OC(F)(F)F (Z)-1-(3-(2-(tert-butyl)phenyl)-4-oxothiazolidin-2-ylidene)-3-(4-(1-(4-(trifluoromethoxy)phenyl)-1H-1,2,4-triazol-3-yl)phenethyl)urea